ethyl 4-(4-methoxy-8-methylthieno[3,2-e]benzofuran-7-yl)-4-oxobutanoate COC1=CC2=C(C=3C=COC31)C(=C(S2)C(CCC(=O)OCC)=O)C